Ethyl 4-((tert-butoxycarbonyl) amino)-5-fluoropyridinecarboxylate C(C)(C)(C)OC(=O)NC1=CC(=NC=C1F)C(=O)OCC